(R)-2-chloro-N4-(1-(4-chloro-2-fluorophenyl)ethyl)-6-methylpyrimidine-4,5-diamine ClC1=NC(=C(C(=N1)N[C@H](C)C1=C(C=C(C=C1)Cl)F)N)C